C1N(CCC2=CC=CC=C12)[C@H]1[C@@H](CN(CC1)C1=NC=NC(=C1)NC1=CC=C(C=C1)S(=O)(=O)C)O trans-4-(3,4-dihydroisoquinolin-2(1H)-yl)-1-(6-((4-(methylsulfonyl)-phenyl)amino)pyrimidin-4-yl)piperidin-3-ol